BrC(C(=O)OC(C)C)C1=CC=CC=C1 isopropyl alpha-bromophenylacetate